(2S)-1-(5-sulfanyltetrazol-1-yl)propan-2-ol SC1=NN=NN1C[C@H](C)O